(R)-(4-(7-(difluoromethyl)pyrazolo[1,5-a]pyridin-2-yl)-6,7-dihydro-1H-imidazo[4,5-c]pyridin-5(4H)-yl)(5-(pyridin-2-yl)-1,3,4-oxadiazol-2-yl)methanone FC(C1=CC=CC=2N1N=C(C2)[C@@H]2N(CCC1=C2N=CN1)C(=O)C=1OC(=NN1)C1=NC=CC=C1)F